6-chloro-2-(cyclopropylmethoxy)-N-(3-fluoro-4-methoxybenzyl)-3-nitrobenzamide ClC1=CC=C(C(=C1C(=O)NCC1=CC(=C(C=C1)OC)F)OCC1CC1)[N+](=O)[O-]